C(CC(O)(C(=O)[O-])CC(=O)[O-])(=O)[O-].[NH4+].[Fe+2] Iron ammonium citrate